BrC(CCCCC)C1=C(C=CC=C1)C1=C(C=CC=C1)Br 1,1'-dibromohexyl-2,2'-biphenyl